(S)-(4-(3-cyclohexyl-6,7-difluoro-1-methyl-2-oxoindolin-3-yl)phenyl)boronic acid C1(CCCCC1)[C@]1(C(N(C2=C(C(=CC=C12)F)F)C)=O)C1=CC=C(C=C1)B(O)O